(4-(1-isopropyl-5-methyl-1H-imidazol-2-yl)benzyl)-2-(2-isopropylphenyl)-7,9-dihydro-8H-purin-8-one C(C)(C)N1C(=NC=C1C)C1=CC=C(CN2C3=NC(=NC=C3NC2=O)C2=C(C=CC=C2)C(C)C)C=C1